dimethoxyaniline isocyanate [N-]=C=O.CON(C1=CC=CC=C1)OC